3-((4-(5-chloro-1-((4-fluoropiperidin-4-yl)methyl)-1H-indol-7-yl)pyrrolo[2,1-f][1,2,4]triazin-6-yl)methyl)-1-(2,2,2-trifluoroethyl)pyrimidine-2,4(1H,3H)-dione ClC=1C=C2C=CN(C2=C(C1)C1=NC=NN2C1=CC(=C2)CN2C(N(C=CC2=O)CC(F)(F)F)=O)CC2(CCNCC2)F